C(=O)(O)CC=1C(NC(N([C@H]2[C@H](OC)[C@H](O)[C@@H](CO)O2)C1)=O)=O 5-(carboxymethyl)-2'-O-methyluridine